(3S,4S) and (3R,4R)-3-(2,3-dihydro-1,4-benzodioxin-6-yl)-2-[4-(2-hydroxy-1,1-dimethylethyl)phenyl]-1-oxo-1,2,3,4-tetrahydroisoquinoline-4-carboxylic acid O1CCOC2=C1C=CC(=C2)[C@H]2N(C(C1=CC=CC=C1[C@@H]2C(=O)O)=O)C2=CC=C(C=C2)C(CO)(C)C |r|